3-ethyl-3'-phenoxy-2,2'-bipyridyl C(C)C=1C(=NC=CC1)C1=NC=CC=C1OC1=CC=CC=C1